C(#N)CC(=O)N1C[C@@H]([C@@H](CC1)C)N(C=1C2=C(N=CN1)NC=C2)C 4-(((3R,4R)-1-(2-cyanoacetyl)-4-methylpiperidin-3-yl)(methyl)amino)-7H-pyrrolo[2,3-d]pyrimidine